FC(OC1=CC=C(C(=O)C2=C(N=C(S2)N(C2=CC(=C(C=C2)F)F)C(C(=O)N)C)C)C=C1)F (N-[5-[4-(difluoromethoxy)benzoyl]-4-methyl-thiazol-2-yl]-3,4-difluoro-anilino)propanamide